COC1=CC=C(C=C1)C(=O)N1CCN(CC1)CCCCC1=CC=CC=C1 (4-Methoxyphenyl)-[4-(4-phenyl-butyl)piperazin-1-yl]methanone